1-[(1R)-2-(4-chlorophenoxy)-1-(4-pyridyl)ethyl]-3-[(3S)-4,4-difluorotetrahydrofuran-3-yl]-1-methyl-urea ClC1=CC=C(OC[C@@H](C2=CC=NC=C2)N(C(=O)N[C@H]2COCC2(F)F)C)C=C1